(8-(4-aminophenyl)-6-benzyl-2,6-diazaspiro[3.4]octan-2-yl)((S)-2,2-dimethylcyclopropyl)methanone NC1=CC=C(C=C1)C1CN(CC12CN(C2)C(=O)[C@@H]2C(C2)(C)C)CC2=CC=CC=C2